(Z)-N-(3-benzylthiazol-2(3H)-ylidene)-1H-pyrrolo[2,3-b]pyridine-3-carboxamide C(C1=CC=CC=C1)N1/C(/SC=C1)=N/C(=O)C1=CNC2=NC=CC=C21